6-methyl-3,4-di-p-tolyl-5,6-dihydropyridin-2(1H)-one CC1CC(=C(C(N1)=O)C1=CC=C(C=C1)C)C1=CC=C(C=C1)C